C(C)OC=1C=C(C=NC1)C1=C(C=C(C(=O)N2CCN(CC2)C2=C(C(=O)NS(=O)(=O)C3=CC(=C(C=C3)NCCSC3=CC=CC=C3)[N+](=O)[O-])C=CC=C2)C=C1)F [4-[4-(5-Ethoxypyridin-3-yl)-3-fluorobenzoyl]piperazin-1-yl]-N-[3-nitro-4-(2-phenylsulfanylethylamino)phenyl]sulfonylbenzamide